(E)-4-(chloromethyl)-2-(2-fluoro-4-(trifluoromethyl)styryl)-5-methyl-oxazole ClCC=1N=C(OC1C)\C=C\C1=C(C=C(C=C1)C(F)(F)F)F